Ethyl[3-[2-chloro-4-fluoro-5-(1-methyl-6-trifluoromethyl-2,4-dioxo-1,2,3,4-tetrahydropyrimidin-3-yl)phenoxy]-2-pyridyloxy]acetate C(C)OC(COC1=NC=CC=C1OC1=C(C=C(C(=C1)N1C(N(C(=CC1=O)C(F)(F)F)C)=O)F)Cl)=O